N-(3-chloro-4-methylbenzyl)-5,8-dimethoxy-1,2,3,4-tetrahydronaphthalen-2-amine ClC=1C=C(CNC2CC3=C(C=CC(=C3CC2)OC)OC)C=CC1C